ClC=1C=CC2=C(O[C@H](CO2)COC2=CC=C(C=C2)C(CC(=O)O)C=2N(C=CN2)C)C1 3-(4-(((S)-7-chloro-2,3-dihydrobenzo[b][1,4]dioxin-2-yl)methoxy)phenyl)-3-(1-methyl-1H-imidazol-2-yl)propionic acid